BrC=1C=C(C=CC1)NC(=O)NC1=CC(=CC=C1)OC(F)(F)F 1-(3-bromophenyl)-3-(3-trifluoromethoxyphenyl)urea